FC=1C=CC2=C(C(N(C(O2)=O)C2=C(C=C(C=C2)I)F)=O)C1 6-Fluoro-3-(2-fluoro-4-iodophenyl)-1,3-benzoxazine-2,4-dione